C(C1=CC=CC=C1)OC1=C2C(=NC(=N1)CCC#N)N(N=C2)C2=C(C=C(C=C2)F)F 3-[4-benzyloxy-1-(2,4-difluorophenyl)pyrazolo[3,4-d]pyrimidin-6-yl]propanenitrile